ent-beyeran-19-oic acid C[C@H]1C[C@]23CC[C@H]4[C@]([C@@H]2CC[C@@H]1C3)(CCC[C@@]4(C)C(=O)O)C